C(C)(C)(C)OC(=O)N(CC(=O)N([C@@H](C(C)C)C(=O)O)C)C N-(N-(t-Butoxycarbonyl)-N-methylglycyl)-N-methyl-L-valine